N-(cis-4-ethoxycyclohexyl)-5-(imidazo[1,2-a]pyrimidin-6-yl)-7H-pyrrolo[2,3-d]pyrimidin-2-amine C(C)O[C@H]1CC[C@H](CC1)NC=1N=CC2=C(N1)NC=C2C=2C=NC=1N(C2)C=CN1